Cl.O=C1NC(CCC1N1C(C2=C3C(C=CC=C13)=C(C=C2)C2CCN(CC2)CC(=O)O)=O)=O 2-[4-[1-(2,6-dioxo-3-piperidyl)-2-oxo-benzo[cd]indol-5-yl]-1-piperidyl]acetic acid hydrochloride